N(=C=O)C(C)(C)C1=CC=C(C=C1)C(C)(C)N=C=O 1,4-bis(2-isocyanatopropan-2-yl)-benzene